2-p-(2-Carboxyethyl)phenethylamino-5'-N-ethylcarboxamidoadenosine hydrochloride hydrate CCNC(=O)[C@@H]1[C@H]([C@H]([C@@H](O1)N2C=NC3=C(N=C(N=C32)NCCC4=CC=C(C=C4)CCC(=O)O)N)O)O.Cl